4-(N,N-dimethyl-amino)benzyl-amine CN(C)C1=CC=C(CN)C=C1